(2R,5S)-1-(1-(2-fluoro-4-(trifluoromethyl)phenyl)-2-methylpropyl)-2,5-dimethylpiperazine dihydrochloride Cl.Cl.FC1=C(C=CC(=C1)C(F)(F)F)C(C(C)C)N1[C@@H](CN[C@H](C1)C)C